Fmoc-2,2,6,6-tetramethylpiperidine C(=O)(OCC1C2=CC=CC=C2C2=CC=CC=C12)N1C(CCCC1(C)C)(C)C